(R)-2-(4-chloro-1-isopropyl-1H-pyrazol-5-yl)-4-(1-(4-(1-isopropyl-4-(trifluoromethyl)-1H-imidazol-2-yl)phenyl)ethyl)-6,7-dihydro-[1,2,4]triazolo[1,5-a]pyrimidin-5(4H)-one ClC=1C=NN(C1C1=NN2C(N(C(CC2)=O)[C@H](C)C2=CC=C(C=C2)C=2N(C=C(N2)C(F)(F)F)C(C)C)=N1)C(C)C